3-((2-chloropyrimidin-5-yl)sulfonyl)-5'-methyl-4-pentyl-2'-(prop-1-en-2-yl)-1',2',3',4'-tetrahydro-[1,1'-biphenyl]-2,6-diol ClC1=NC=C(C=N1)S(=O)(=O)C1=C(C(=C(C=C1CCCCC)O)C1C(CCC(=C1)C)C(=C)C)O